N\C(\CC)=N/OC([C@H](CC1=C(C=C(C=C1)F)F)NC(OC(C)(C)C)=O)=O (S,Z)-tert-butyl 1-(1-aminopropylideneaminooxy)-3-(2,4-difluorophenyl)-1-oxopropan-2-ylcarbamate